1,7-diazaspiro[3.5]nonane N1CCC12CCNCC2